C(C)(C)(C)N1N=C(C=C1NC(CC1=CC(=NO1)C)=O)[C@@H]1C[C@@H](CC1)O N-{1-tert-butyl-3-[(1s,3r)-3-hydroxycyclopentyl]-1H-pyrazol-5-yl}-2-(3-methyl-1,2-oxazol-5-yl)acetamide